C(C)(C)C=1C(=NNC1C=1C=C(C=2N(C1)N=CN2)C)C2CCN(CC2)C(C)C 6-(4-isopropyl-3-(1-isopropylpiperidin-4-yl)-1H-pyrazol-5-yl)-8-methyl-[1,2,4]triazolo[1,5-a]pyridine